2,2-dimethoxyethyl 4-[2-[3-[4-amino-1-(3-methyloxetan-3-yl) pyrazolo[3,4-d]pyrimidin-3-yl]-5-cyclopropyl-isoxazol-4-yl]pyrimidin-5-yl]piperidine-1-carboxylate NC1=C2C(=NC=N1)N(N=C2C2=NOC(=C2C2=NC=C(C=N2)C2CCN(CC2)C(=O)OCC(OC)OC)C2CC2)C2(COC2)C